3,3'-oxydipropanoic acid O(CCC(=O)O)CCC(=O)O